2-(N-(3-Acetylphenyl)methylsulfonamido)-N-(2-(phenylamino)phenyl)acetamid C(C)(=O)C=1C=C(C=CC1)N(S(=O)(=O)C)CC(=O)NC1=C(C=CC=C1)NC1=CC=CC=C1